Methyl 6-(((S)-1-((2S,4R)-2-(((R)-2-((tert-butyldimethylsilyl)oxy)-1-(4-ethynylphenyl)ethyl)carbamoyl)-4-hydroxypyrrolidin-1-yl)-3,3-dimethyl-1-oxobutan-2-yl)amino)-6-oxohexanoate [Si](C)(C)(C(C)(C)C)OC[C@@H](C1=CC=C(C=C1)C#C)NC(=O)[C@H]1N(C[C@@H](C1)O)C([C@H](C(C)(C)C)NC(CCCCC(=O)OC)=O)=O